(R)-N-(3-(1-((2-Amino-5-(1-methyl-1H-pyrazol-5-yl)pyridin-3-yl)oxy)ethyl)phenyl)-4-(methylthio)benzamid NC1=NC=C(C=C1O[C@H](C)C=1C=C(C=CC1)NC(C1=CC=C(C=C1)SC)=O)C1=CC=NN1C